C(C)(C)C1=NN(C(=C1)C(=O)OCC)C ethyl 3-isopropyl-1-methyl-1H-pyrazol-5-carboxylate